1-Methylpiperidin-4-yl (5-(8-fluoro-4-oxo-3,4-dihydrophthalazin-1-yl)-1H-benzimidazol-2-yl)carbamate FC=1C=CC=C2C(NN=C(C12)C1=CC2=C(NC(=N2)NC(OC2CCN(CC2)C)=O)C=C1)=O